[C@H]12COC[C@H](CC1)N2C2=NC(=NC(=N2)N2C1COCC2CC1)C1=CC=C(C=C1)NC(=O)NC=1C=C2C(OC(C2=CC1)=O)C1CC1 1-(4-(4-((1R,5S)-3-oxa-8-azabicyclo[3.2.1]octan-8-yl)-6-(3-oxa-8-azabicyclo[3.2.1]octan-8-yl)-1,3,5-triazin-2-yl)phenyl)-3-(3-cyclopropyl-1-oxo-1,3-dihydroisobenzofuran-5-yl)urea